3-methoxy-2,2'-binaphthyl COC=1C(=CC2=CC=CC=C2C1)C1=CC2=CC=CC=C2C=C1